(pyridin-4-ylmethyl)benzene-1,2-diamine N1=CC=C(C=C1)CC1=C(C(=CC=C1)N)N